(8R)-8-methyl-3-(3-methyl-1,2,4-thiadiazol-5-yl)-5H,6H,8H-[1,2,4]triazolo[4,3-a]pyrazine-7-carboxylic acid C[C@@H]1C=2N(CCN1C(=O)O)C(=NN2)C2=NC(=NS2)C